3-(trifluoromethyl)-1H-pyrazol-5-ol FC(C1=NNC(=C1)O)(F)F